ClC1=NC=CC(=N1)C=1C=C(C=CC1)CO (3-(2-chloro-pyrimidin-4-yl)phenyl)methanol